4-Nitrophenyl 4-[6-(1-methyl-1H-pyrazol-4-yl)pyrazolo[1,5-a]pyridin-3-yl]piperazine-1-carboxylate CN1N=CC(=C1)C=1C=CC=2N(C1)N=CC2N2CCN(CC2)C(=O)OC2=CC=C(C=C2)[N+](=O)[O-]